4-(2-ethylphenyl)-2,7-dimethyloct-6-enal C(C)C1=C(C=CC=C1)C(CC(C=O)C)CC=C(C)C